Ethyl 2-[6-(difluoromethyl) pyridin-3-yl]-5-[({1-[2-fluoro-4-(trifluoromethoxy) phenyl]cyclopropyl} carbonyl)amino]-3-methylbenzoate FC(C1=CC=C(C=N1)C1=C(C(=O)OCC)C=C(C=C1C)NC(=O)C1(CC1)C1=C(C=C(C=C1)OC(F)(F)F)F)F